CC1=CC=C(C=C1)S(=O)(=O)OC[C@H]1CN(CCO1)CC1CC1 (R)-(4-(Cyclopropylmethyl)morpholin-2-yl)methyl 4-methylbenzenesulfonate